C1(CC1)C=1SC=C(N1)C=1C=CC2=CN(N=C2C1)C1CCC(CC1)CNC(C1=CC(=C(C(=C1)F)O)F)=O N-({(1r,4r)-4-[6-(2-cyclopropyl-1,3-thiazol-4-yl)-2H-indazol-2-yl]cyclohexyl}methyl)-3,5-difluoro-4-hydroxybenzamide